3-((tert-butyldiphenylsilyl)oxy)piperidine [Si](C1=CC=CC=C1)(C1=CC=CC=C1)(C(C)(C)C)OC1CNCCC1